BrC1=CC2=C(OCCCN2S(=O)(=O)C2=CC=C(C)C=C2)N=C1 8-bromo-1-tosyl-1,2,3,4-tetrahydropyrido[2,3-b][1,4]oxazepine